1-(1-phenoxyprop-1-en-2-yl)-1,2,3,4-tetrahydronaphthalene O(C1=CC=CC=C1)C=C(C)C1CCCC2=CC=CC=C12